tert-butyl (S)-2-(4-(1-ethoxyvinyl)-3-fluorophenyl)pyrrolidine-1-carboxylate C(C)OC(=C)C1=C(C=C(C=C1)[C@H]1N(CCC1)C(=O)OC(C)(C)C)F